CN(C)CC=1C=C(N(CC2=CC=C(C=C2)N2CCOCC2)CC2=CC(=CC=C2)OC)C=CC1 3-((dimethylamino)methyl)-N-(3-methoxybenzyl)-N-(4-morpholinobenzyl)aniline